[4-(5-chlorooxazolo[4,5-b]pyridin-2-yl)piperazin-1-yl]-[4-[5-(1-fluorocyclopropyl)-1,2,4-oxadiazol-3-yl]phenyl]methanone ClC1=CC=C2C(=N1)N=C(O2)N2CCN(CC2)C(=O)C2=CC=C(C=C2)C2=NOC(=N2)C2(CC2)F